C(C1=CC=CC=C1)OC(=O)N[C@@H](CC(C)C)C(=O)N[C@@H](C[C@H]1C(NCCC1)=O)C(=O)N N-[(benzyloxy)carbonyl]-L-leucyl-3-[(3S)-2-oxopiperidin-3-yl]-L-alaninamide